(2-iodobenzyl) thioacetate C(C)(=S)OCC1=C(C=CC=C1)I